NC1=C(C=C(C=N1)NC(C(=O)N1[C@@H](CC([C@H](C1)C)OC)C=1C=CC2=C(N=CS2)C1)=O)CC N-(6-amino-5-ethyl-3-pyridyl)-2-[(2S,5S)-2-(1,3-benzothiazol-5-yl)-4-methoxy-5-methyl-1-piperidyl]-2-oxo-acetamide